C(C)(C)(C)[S@@](=O)N[C@@H](C)C1=CC(=CS1)C(N)=N |o1:7| 5-((S*)-1-(((R)-tert-butylsulfinyl)amino)ethyl)thiophene-3-carboximidamide